hept-6-yn-1-ol C(CCCCC#C)O